(R)-4-(4-(1-((5-(4-fluorophenoxy)pyridin-2-yl)amino)-1-oxopropan-2-yl)-2,2-dimethylpiperazine-1-carbonyl)-2-(hydroxymethyl)pyridine 1-oxide FC1=CC=C(OC=2C=CC(=NC2)NC([C@@H](C)N2CC(N(CC2)C(=O)C2=CC(=[N+](C=C2)[O-])CO)(C)C)=O)C=C1